(2S,3R,5R)-3-((E)-(2-(4-methoxybenzoyl)hydrazono)methyl)-3-methyl-7-oxo-4-thia-1-azabicyclo[3.2.0]heptane-2-carboxylic acid 4,4-dioxide COC1=CC=C(C(=O)N\N=C\[C@]2([C@@H](N3C(C[C@H]3S2(=O)=O)=O)C(=O)O)C)C=C1